CC(C)(C(C)(C1=CC=C(C=C1)[N+](=O)[O-])C)C1=CC=C(C=C1)[N+](=O)[O-] 2,3-dimethyl-2,3-di(p-nitrophenyl)butane